C(C)(C)(C)C1=C(C=C(C#N)C=C1)O 4-tert-butyl-3-hydroxybenzonitrile